NCCC1=NC=CC(=C1)NC=1C(=NC(=C(N1)N(C)CC)CC)C(=O)N 3-((2-(2-aminoethyl)pyridin-4-yl)amino)-6-ethyl-5-(ethyl(methyl)amino)pyrazine-2-carboxamide